6-(2-ethoxy-7H-pyrrolo[2,3-d]pyrimidin-5-yl)-1-isopropyl-2-methyl-1H-imidazo[4,5-b]pyridine C(C)OC=1N=CC2=C(N1)NC=C2C=2C=C1C(=NC2)N=C(N1C(C)C)C